OC=1C=C(C=CC1)C=1C=C(C2=C(C=C(O2)CNC(OC(C)(C)C)=O)C1)C(F)(F)F tert-Butyl (5-(3-hydroxyphenyl)-7-(trifluoromethyl)benzofuran-2-yl)methylcarbamate